butyl-(methoxy)dimethylsilane methyl(1,2,2,6,6-pentamethyl-4-piperidinyl)sebacate CC(C(=O)O)(CCCCCCCC(=O)O)C1CC(N(C(C1)(C)C)C)(C)C.C(CCC)[Si](C)(C)OC